(R)-3-(3-chloro-5-(1,3,5-triazin-2-yl)phenyl)morpholine HCl Cl.ClC=1C=C(C=C(C1)C1=NC=NC=N1)[C@H]1NCCOC1